Tert-butyl 3-(2-((1-(morpholinomethyl) cyclopropyl) methoxy)-6,7-dihydro-5H-pyrrolo[3,4-d]pyrimidin-4-yl)-3,8-diazabicyclo[3.2.1]octane-8-carboxylate O1CCN(CC1)CC1(CC1)COC=1N=C(C2=C(N1)CNC2)N2CC1CCC(C2)N1C(=O)OC(C)(C)C